C(C)(C)(C)OC(=O)[C@]1(C[C@H](NCC1)C)CC1=NC(=CC(=C1F)C1(COC1)O)Br (2R,4R)-4-((6-bromo-3-fluoro-4-(3-hydroxyoxetan-3-yl)pyridin-2-yl)methyl)-2-methylpiperidine-4-carboxylic acid tert-butyl ester